4-(METHYLTHIO)BUTYRALDEHYDE CSCCCC=O